CN1C2=C(CC[C@@H](C1=O)NC(=O)C=1OC(=NN1)C1(CC1)C1=CC=CC=C1)N=CC=N2 (S)-N-(5-methyl-6-oxo-6,7,8,9-tetrahydro-5H-pyrazino[2,3-b]azepin-7-yl)-5-(1-phenylcyclopropyl)-1,3,4-oxadiazole-2-carboxamide